ClC1=CC2=C(N(C(N=C2N2[C@H](CN(CC2)C(C=C)=O)C)=O)C=2C(=NC=C(C2C)O)C(C)C)N=C1C1=C(C=CC=C1)F (P)-6-Chloro-7-(2-fluorophenyl)-1-(5-hydroxy-4-methyl-2-(2-propanyl)-3-pyridinyl)-4-((2S)-2-methyl-4-(2-propenoyl)-1-piperazinyl)pyrido[2,3-d]pyrimidin-2(1H)-one